NC1=NC=CC2=C1C(=NN2[C@H]2C[C@@H](N(C2)C(C=C)=O)COC)C#CC=2C=CC1=C(N(C(=N1)C)C)C2 1-((2R,4S)-4-(4-amino-3-((1,2-dimethyl-1H-benzo[d]imidazol-6-yl)ethynyl)-1H-pyrazolo[4,3-c]pyridin-1-yl)-2-(methoxymethyl)pyrrolidin-1-yl)prop-2-en-1-one